BrC=1C=C(C=C(C1OC=1C=CC2=C(NC=N2)C1)Br)N1N=C(C(NC1=O)=O)C#N 2-(3,5-dibromo-4-((1H-benzo[d]imidazol-6-yl)oxy)phenyl)-3,5-dioxo-2,3,4,5-tetrahydro-1,2,4-triazine-6-carbonitrile